cobalt nickel hydroxide ammonium salt [NH4+].[Ni](O)O.[Co+2]